folic acid potassium persulfate S(=O)(=O)([O-])OOS(=O)(=O)[O-].[K+].C(CC[C@@H](C(=O)O)NC(=O)C1=CC=C(NCC2=CN=C3N=C(N)NC(=O)C3=N2)C=C1)(=O)O.[K+]